2,5-dimethylhexane CC(C)CCC(C)C